C(C)(C)N1[Si](N([Si]1(C)C)[Si](C)(C)C)(C)C 1-isopropyl-3-trimethylsilyl-2,2,4,4-tetramethylcyclodisilazane